ClC1=C(C=CC(=N1)CNC(OC(C)(C)C)=O)OC1CC2(CN(C2)C(C(F)(F)F)=O)C1 tert-butyl ((6-chloro-5-((2-(2,2,2-trifluoroacetyl)-2-azaspiro[3.3]heptan-6-yl)oxy)pyridin-2-yl)methyl)carbamate